C1(CC(C(CC1)C(C)C)O)(C)CC(C(=O)[O-])O Menthollactat